(3S,4S)-1-tert-butoxy-carbonyl-3-hydroxy-piperidine-4-carboxylic acid C(C)(C)(C)OC(=O)N1C[C@H]([C@H](CC1)C(=O)O)O